tert-butyl N-[(1S)-1-{[2-fluoro-4-(hydroxymethyl)phenyl]carbamoyl}ethyl]carbamate FC1=C(C=CC(=C1)CO)NC(=O)[C@H](C)NC(OC(C)(C)C)=O